2-(3-(2-(((R)-1-((R or S)-5-cyano-2-oxo-1,2,3,4-tetrahydroquinolin-3-yl)ethyl)amino)ethyl)-4-methylphenyl)-2-methylpropanoic acid C(#N)C1=C2C[C@@H](C(NC2=CC=C1)=O)[C@@H](C)NCCC=1C=C(C=CC1C)C(C(=O)O)(C)C |o1:5|